NC1=NC(=C(C(=C1C#N)C=1C=C(C=CC1)C1=CC=C(C=C1)Cl)C#N)C1=CC=CC=C1 2-amino-4-(4'-chloro-[1,1'-biphenyl]-3-yl)-6-phenylpyridine-3,5-dinitrile